7-isopropoxy-N-(1-methyl-1H-pyrazol-3-yl)-2-((1S,4R)-1-methyl-2-oxabicyclo[2.2.1]heptan-4-yl)imidazo[1,2-a]pyridine-6-carboxamide C(C)(C)OC1=CC=2N(C=C1C(=O)NC1=NN(C=C1)C)C=C(N2)[C@@]21CO[C@@](CC2)(C1)C